L-t-Leucine N[C@@H](C(C)(C)C)C(=O)O